6-(3-(1H-1,2,4-triazol-5-yl)phenyl)-4-(2-(tetrahydro-2H-pyran-4-yl)ethyl)-3,4-dihydropyrazino[2,3-b]pyrazin-2(1H)-one N1N=CN=C1C=1C=C(C=CC1)C=1N=C2C(=NC1)NC(CN2CCC2CCOCC2)=O